FC(C1=CNC2=CC(=CC=C12)C(=O)OC)(F)F Methyl 3-(trifluoromethyl)-1H-indole-6-carboxylate